(1S,2S)-2-(1H-benzo[d]imidazol-2-yl)-N-((R)-1-oxo-1-(pyrazin-2-ylamino)propan-2-yl)cyclopropane-1-carboxamide Methyl-4-cyano-2-(difluoromethoxy)-5-fluorobenzoate COC(C1=C(C=C(C(=C1)F)C#N)OC(F)F)=O.N1C(=NC2=C1C=CC=C2)[C@@H]2[C@H](C2)C(=O)N[C@@H](C(NC2=NC=CN=C2)=O)C